4,6-di-t-butyl-m-cresol C(C)(C)(C)C=1C(=CC(=C(C1)C(C)(C)C)O)C